FC1(CN(C1)[C@@H]1CC[C@@H]2[C@H]1N(C(N2)=O)C=2SC1=C(N2)C2=C(C=C1)OCC2)F |r| rac-(3aR,6R,6aR)-6-(3,3-Difluoroazetidin-1-yl)-1-(7,8-dihydrofuro[3,2-e][1,3]benzothiazole-2-yl)hexahydrocyclopenta[d]imidazol-2(1H)-one